C(C)OC1=NC=CC=C1C1=CC(=C2C(=N1)C=NN2[C@H](CC)C)NCC2=NNC=C2 (S)-5-(2-ethoxy-3-pyridyl)-1-[1-methylpropyl]-N-(1H-pyrazol-3-ylmethyl)pyrazolo[4,3-b]pyridin-7-amine